(RS)-N-[2-(1,3-dimethylbutyl)-3-thiaphenyl]-1-methyl-3-(trifluoromethyl)-1H-pyrazole-4-carboxamide CC(CC(C)C)[C@@H]1C(=CC=CS1)NC(=O)C=1C(=NN(C1)C)C(F)(F)F |r|